ClC1=C(N(N=C1)C)C=1C=C(C=CC1OCCN(C)C)NC(=O)NC1=CC=C(C=C1)F 1-[3-(4-Chloro-2-methyl-2H-pyrazol-3-yl)-4-(2-dimethylamino-ethoxy)-phenyl]-3-(4-fluoro-phenyl)-urea